ClC1=CNC=2N=C(N=C(C21)NCCOC)NC2=C(C=C(C=C2)S(=O)(=O)N2CCOCC2)OC 5-chloro-N2-(2-methoxy-4-(morpholinosulfonyl)phenyl)-N4-(2-methoxyethyl)-7H-pyrrolo[2,3-d]pyrimidine-2,4-diamine